(S)-8-(5-(3-Cyanophenyl)isoxazol-3-yl)-9-oxooctahydro-2H-pyrazino[1,2-a]pyrazin C(#N)C=1C=C(C=CC1)C1=CC(=NO1)N1C([C@H]2N(CCNC2)CC1)=O